Cl.C(C)(C)C1=CC=C(C=C1)NC1N(C(=NC(=N1)N)N1CCOCC1)C=1C=C(C=CC1)C N-(4-Isopropylphenyl)-6-morpholin-4-yl-N1-m-tolyl-[1,3,5]triazine-2,4-diamine hydrochloride